FC=1C=C(C=CC1OC1=CC=NC2=CC(=C(C=C12)OC)OCCCN1CCCCC1)NC(=O)NS(=O)(=O)CC1=CC=C(C=C1)F 1-{3-fluoro-4-[6-methoxy-7-(3-piperidin-1-yl-propoxy)quinolin-4-oxy]phenyl}-3-[(4-fluorobenzyl)sulfonyl]urea